3-(3-bromo-1H-pyrazol-1-yl)-6-(trifluoromethyl)pyridazine BrC1=NN(C=C1)C=1N=NC(=CC1)C(F)(F)F